2-(bis(3-chloro-4-fluorophenyl)methyl)-N-(3-(methylamino)propyl)-1H-imidazole ClC=1C=C(C=CC1F)C(C=1N(C=CN1)CCCNC)C1=CC(=C(C=C1)F)Cl